C1(=CC=CC=C1)P([O-])(=O)C(C1=C(C=C(C=C1C)C)C)=O.[Li+].C(=C)(C)C1=CC(=CC=C1)C(=C)C 1,3-diisopropenyl-benzene lithium phenyl-2,4,6-trimethylbenzoyl-phosphinate